4-Ethyl-6-[[(3R)-1-ethyl-3-piperidyl]amino]-3-[2-hydroxy-4-(trifluoromethyl)phenyl]-1,2,4-triazin-5-one C(C)N1C(=NN=C(C1=O)N[C@H]1CN(CCC1)CC)C1=C(C=C(C=C1)C(F)(F)F)O